pentaerythritol tetrakis(5-hydroxy-laurate) OC(CCCC(=O)OCC(COC(CCCC(CCCCCCC)O)=O)(COC(CCCC(CCCCCCC)O)=O)COC(CCCC(CCCCCCC)O)=O)CCCCCCC